[N-](S(=O)(=O)C(F)(F)F)S(=O)(=O)C(F)(F)F.[Li+].[Li+].[N-](S(=O)(=O)C(F)(F)F)S(=O)(=O)C(F)(F)F lithium lithium bis(trifluoromethanesulfonyl)imid